(iodomethyl)-1-(tetrahydrofuran-3-yl)piperidine ICC1N(CCCC1)C1COCC1